4-(4-(2-(6,6-difluoro-3-azabicyclo[3.1.0]hexane-3-yl)-6-methylpyrimidin-4-yl)-1H-pyrazol-1-yl)-3-(6-azaspiro[2.5]oct-6-yl)aniline FC1(C2CN(CC12)C1=NC(=CC(=N1)C=1C=NN(C1)C1=C(C=C(N)C=C1)N1CCC2(CC2)CC1)C)F